(S)-2-(3-(2-(Dimethylamino)ethyl)-4-methyl-6-oxopyridazin-1(6H)-yl)-4-methylpentanamide CN(CCC1=NN(C(C=C1C)=O)[C@H](C(=O)N)CC(C)C)C